COC1=CC2=CC(=C(C=C2C=C1C1=CC=CC=C1)OC)C1=CC=CC=C1 2,6-dimethoxy-3,7-diphenylnaphthalene